C1(=CC=CC=C1)C1=NNC=C1C1=CC=C(C=C1)C=1C=C(C=CC1)S(=O)(=O)N 3-[4-(3-phenyl-1H-pyrazol-4-yl)phenyl]benzenesulfonamide